2,3,3a,4,5,6,7,7a-Octahydroindole N1CCC2CCCCC12